N-(6-aminobenzo[d]thiazol-2-yl)-4-methoxybenzamide NC1=CC2=C(N=C(S2)NC(C2=CC=C(C=C2)OC)=O)C=C1